ClC=1N=CC=2N(C(C3=C(N(C2N1)C)SC(=N3)C3=CC=CC=C3)=O)C 6-chloro-4,9-dimethyl-2-phenyl-4,9-dihydro-10H-pyrimido[5,4-b]thiazolo[5,4-e][1,4]diazepin-10-one